2-((4-amino-2-(ethoxymethyl)-1H-imidazo[4,5-c]quinolin-1-yl)methyl)-2-methylpropane-1,3-diol NC1=NC=2C=CC=CC2C2=C1N=C(N2CC(CO)(CO)C)COCC